2-(3,4,5-trimethoxyphenylamino)thiophen COC=1C=C(C=C(C1OC)OC)NC=1SC=CC1